ClC1=CC=C2C(=C(NC2=C1Cl)CCNC(OC(C)(C)C)=O)I tert-Butyl N-[2-(6,7-dichloro-3-iodo-1H-indol-2-yl)ethyl]carbamate